tert-butyl 6-(2-cyano-5-(((5-fluoro-2,3-dihydrobenzofuran-4-yl)methyl)amino)imidazo[1,2-c]pyrimidin-8-yl)-3,4-dihydroisoquinoline-2(1H)-carboxylate C(#N)C=1N=C2N(C(=NC=C2C=2C=C3CCN(CC3=CC2)C(=O)OC(C)(C)C)NCC2=C(C=CC3=C2CCO3)F)C1